Imidazole-5(1H)-carboxylic acid methyl ester COC(=O)C1=CN=CN1